[I-].CC=1C=CC=C2C(=CNC12)CC[N+](CCC)(CCC)CCC [2-(7-methyl-1H-indol-3-yl)ethyl]tripropylazanium iodide